ClC1=NN(C(C=C1C(F)(F)F)=O)[C@H](C(=O)OC)CC(C)C methyl (S)-2-(3-chloro-6-oxo-4-(trifluoromethyl) pyridazin-1(6H)-yl)-4-methylpentanoate